FC1=CC=C(C=C1)N1C(=C(C2=C(C=CC=C12)OC)C1CC2(CCC2)C1)C(F)(F)F 6-[1-(4-fluorophenyl)-4-methoxy-2-(trifluoromethyl)indol-3-yl]Spiro[3.3]Heptane